C(C)(C)(C)OC(=O)NC1CCC(OC1)C(=O)O 5-((tert-butoxycarbonyl)amino)tetrahydro-2H-pyran-2-carboxylic acid